2-(Trifluoromethyl)-4-(2-(Trifluoromethyl)-5-((2,4,5-Trifluorophenoxy)methyl)oxazolidin-3-yl)benzonitril FC(C1=C(C#N)C=CC(=C1)N1C(OC(C1)COC1=C(C=C(C(=C1)F)F)F)C(F)(F)F)(F)F